N-(2-bromo-6-chlorophenyl)-2-{1-[(S)-2-(dimethylamino)-1-methylethyl]-4-pyrazolylamino}-4-ethoxy-5-pyrimidinecarboxamide BrC1=C(C(=CC=C1)Cl)NC(=O)C=1C(=NC(=NC1)NC=1C=NN(C1)[C@H](CN(C)C)C)OCC